O=C1N(CCN1)C1=CC=C(C=C1)C1CCN(CC1)C(=O)OC(C)(C)C tert-butyl 4-(4-(2-oxoimidazolidin-1-yl)phenyl)piperidine-1-carboxylate